N-(3-(difluoromethyl)-1-(1-((2-(2,6-dioxopiperidin-3-yl)-7-fluoro-1,3-dioxoisoindolin-5-yl)methyl)piperidin-4-yl)-1H-pyrazol-4-yl)-5-morpholinopyrazolo[1,5-a]pyrimidine-3-carboxamide FC(C1=NN(C=C1NC(=O)C=1C=NN2C1N=C(C=C2)N2CCOCC2)C2CCN(CC2)CC=2C=C1C(N(C(C1=C(C2)F)=O)C2C(NC(CC2)=O)=O)=O)F